C(C)C1=C(C(=O)NCC2CN(CC2)C(=O)OC(C)(C)C)C=CC(=C1)NC=1C=2N(C=CN1)C(=CN2)C=2C(=NN(C2)COCC[Si](C)(C)C)C(F)(F)F tert-butyl 3-((2-ethyl-4-((3-(3-(trifluoromethyl)-1-((2-(trimethylsilyl)ethoxy)methyl)-1H-pyrazol-4-yl)imidazo[1,2-a]pyrazin-8-yl)amino)benzamido)methyl)pyrrolidine-1-carboxylate